1-methyl-5-hydroxy-3-difluoromethylpyrazole CN1N=C(C=C1O)C(F)F